FC=1C=C(C=CC1)N(C1=CN=C(S1)NC(=O)C1=NN(C(CC1)=O)C)C N-(5-((3-fluorophenyl)(methyl)amino)thiazol-2-yl)-1-methyl-6-oxo-1,4,5,6-tetrahydropyridazine-3-carboxamide